BrC1=CC=C(C=C1)C=1N=C(SC1)NC(C1=C(C=C(C=C1)Cl)NS(=O)(=O)C1=CC=C(C=C1)C)=O N-(4-(4-bromophenyl)thiazol-2-yl)-4-chloro-2-((4-methylphenyl)sulfonamido)benzamide